methyl 2-((4-((S)-2-(5-chloropyridin-2-yl)-2-methylbenzo[d][1,3]dioxol-4-yl)piperidin-1-yl)methyl)-4-(difluoromethoxy)-1-(((S)-oxetan-2-yl)methyl)-1H-benzo[d]imidazole-6-carboxylate ClC=1C=CC(=NC1)[C@@]1(OC2=C(O1)C=CC=C2C2CCN(CC2)CC2=NC1=C(N2C[C@H]2OCC2)C=C(C=C1OC(F)F)C(=O)OC)C